COCCOC1=CC=C(C=C1)C1=CC=C(C=C1)OC=1N=NNC1C(=O)O 4-((4'-(2-methoxyethoxy)-[1,1'-biphenyl]-4-yl)oxy)-1H-1,2,3-triazole-5-carboxylic acid